BrC1=C(N(N=C1)C)N(C(OC(C)(C)C)=O)C(=O)OC(C)(C)C tert-butyl N-(4-bromo-2-methyl-pyrazol-3-yl)-N-tert-butoxycarbonyl-carbamate